(RS)-1-(2,3,6-trichlorophenylmethoxy)propan-2-ol ClC1=C(C(=CC=C1Cl)Cl)COC[C@@H](C)O |r|